1-[2-(2-chlorophenyl)-3-(4-chlorophenyl)-7-(4-methylsulfonylpiperazin-1-yl)pyrazolo[1,5-a]pyrimidin-5-yl]oxy-2-methyl-propan-2-ol ClC1=C(C=CC=C1)C1=NN2C(N=C(C=C2N2CCN(CC2)S(=O)(=O)C)OCC(C)(O)C)=C1C1=CC=C(C=C1)Cl